14-aza-heptadecanoic acid C(CCCCCCCCCCCCNCCC)(=O)O